3-(3,5-di-tert-butyl-4-hydroxyphenyl)-3-(naphthalen-1-yl)-1-phenylpropan-1-one C(C)(C)(C)C=1C=C(C=C(C1O)C(C)(C)C)C(CC(=O)C1=CC=CC=C1)C1=CC=CC2=CC=CC=C12